Cl.COC1=C(C=C(C=C1)NC)CC(=O)N(C)C 2-(2-methoxy-5-(methylamino)phenyl)-N,N-dimethylacetoamide hydrochloride